2,2'-stilbenedisulfonic acid disodium salt [Na+].[Na+].C=1(C(=CC=CC1)S(=O)(=O)[O-])C=CC=1C(=CC=CC1)S(=O)(=O)[O-]